CN1C=NC2=C1C(=CC(=C2)C#N)C2=CC=C(C=C2)OC(F)(F)F 1-methyl-7-[4-(trifluoromethoxy)phenyl]benzimidazole-5-carbonitrile